FC=1C=C(C2=C(C(=C(O2)[C@H](C(F)(F)F)N[S@@](=O)C(C)(C)C)C)C1)F (S)-N-((R)-1-(5,7-difluoro-3-methylbenzofuran-2-yl)-2,2,2-trifluoroethyl)-2-methylpropane-2-sulfinamide